Hexachlorotrisiloxane Cl[Si](O[SiH2]O[Si](Cl)(Cl)Cl)(Cl)Cl